FC1=CC=C(C=C1)C(CN1CCC(CC1)CN(C(=O)NCC=1C(=NC=CC1)C)C)=O 1-((1-(2-(4-fluorophenyl)-2-oxoethyl)piperidin-4-yl)methyl)-1-methyl-3-((2-methylpyridin-3-yl)methyl)urea